OC[C@H](C(N[C@H](C)C1=CC(=CC=C1)OC)=O)NC(OC(C)(C)C)=O tert-butyl N-[(1R)-2-hydroxy-1-{[(1R)-1-(3-methoxyphenyl)ethyl]carbamoyl}ethyl]carbamate